6-bromo-7-chloro-2-methyl-1,3-benzothiazole BrC1=C(C2=C(N=C(S2)C)C=C1)Cl